3-methyl-benzonitrile CC=1C=C(C#N)C=CC1